The molecule is a terpene lactone isolated from the stems and roots of Kadsura lancilimba and has been shown to exhibit anti-HIV activity. It has a role as a metabolite and an anti-HIV agent. It is a terpene lactone, a tricyclic triterpenoid, a delta-lactone and a monocarboxylic acid. CC1=CC[C@H](OC1=O)[C@@H](C)[C@H]2CC[C@@]3([C@@]2(CCC4=C3C=CC(=C(C)C)C(=C4)CCC(=O)O)C)C